4-(benzyloxy)-3-(methoxy-d3)Benzaldehyde C(C1=CC=CC=C1)OC1=C(C=C(C=O)C=C1)OC([2H])([2H])[2H]